FC1=C(O[C@@H]2C[C@@]3([C@@H](CN(C3)C[C@@H](C=3C=C4C=NNC4=CC3)O)C2)O)C=CC(=C1)F (3aS,5S,6aR)-5-(2,4-difluorophenoxy)-2-((R)-2-hydroxy-2-(1H-indazol-5-yl)ethyl)hexahydrocyclopenta[c]pyrrol-3a(1H)-ol